n-eicosanol phosphate potassium salt [K+].P(=O)([O-])([O-])OCCCCCCCCCCCCCCCCCCCC.[K+]